S(=O)(=O)(O)O.C1(CC=NC2=C1C1=CC3=CC=CC=C3C=C1C=C2)=O anthrapyridone sulfate